3-(2-methyl-2-phenyl-1,3-dioxolan-4-yl)-1-phenylbutan-1-one CC1(OCC(O1)C(CC(=O)C1=CC=CC=C1)C)C1=CC=CC=C1